(Z)-5-(2-cyano-3-hydroxy-3-(5-methylisoxazol-4-yl)acrylamido)-N-(2,6-dimethylphenyl)picolinamide C(#N)/C(/C(=O)NC=1C=CC(=NC1)C(=O)NC1=C(C=CC=C1C)C)=C(\C=1C=NOC1C)/O